(R)-(3-((3-((3-hydroxypyrrolidin-1-yl)methyl)-1,7-naphthyridin-8-yl)amino)-2-methylphenyl)boronic acid hydrate O.O[C@H]1CN(CC1)CC=1C=NC2=C(N=CC=C2C1)NC=1C(=C(C=CC1)B(O)O)C